3-[[5,7-Difluoro-2-(4-fluorophenyl)-1H-indol-3-yl]methyl]cyclobutanecarboxylic acid FC=1C=C2C(=C(NC2=C(C1)F)C1=CC=C(C=C1)F)CC1CC(C1)C(=O)O